N1(CCCCC1)C(=O)C1=CC=C2CCC3(C2=C1)CCC(CC3)C(=O)O 6'-(piperidine-1-carbonyl)-2',3'-dihydrospiro[cyclohexane-1,1'-indene]-4-carboxylic acid